tert-butyl 2-vinylpyrimidine-5-carboxylate C(=C)C1=NC=C(C=N1)C(=O)OC(C)(C)C